3-[1-[2-(4,4-Dimethyl-1-piperidyl)-6-methyl-4-oxo-chromen-8-yl]ethylamino]thiophene-2-carboxylic acid CC1(CCN(CC1)C=1OC2=C(C=C(C=C2C(C1)=O)C)C(C)NC1=C(SC=C1)C(=O)O)C